2-methyl-1-(4-nitro-1H-indazol-1-yl)propan-2-ol CC(CN1N=CC2=C(C=CC=C12)[N+](=O)[O-])(C)O